[O-]S(=O)(=O)C(F)(F)F.C(CCCCCCCCC)[NH+]1CC(CC1)CC 1-decyl-3-ethylpyrrolidinium triflate